ClC1=NC(=CC(=N1)Cl)C1(CC1)SC 2,4-dichloro-6-(1-methylsulfanyl-cyclopropyl)pyrimidine